Cl.CC1=C(N=NN1C1CCNCC1)C1=CC=2N(C(=C1)O[C@H](C)C1=NC=NC=C1)C(=CN2)C#N 7-[5-Methyl-1-(4-piperidyl)triazol-4-yl]-5-[(1R)-1-pyrimidin-4-ylethoxy]imidazo[1,2-a]pyridine-3-carbonitrile HCl